[1,5]naphthyridine-3-carboxylic acid methyl ester COC(=O)C=1C=NC2=CC=CN=C2C1